(S)-6-(6-Chloro-5-fluoro-2-oxo-1,2-dihydrospiro[benzo[d][1,3]oxazine-4,3'-pyrrolidin]-1'-yl)pyridazine-4-carboxylic acid ClC1=C(C2=C(NC(O[C@]23CN(CC3)C3=CC(=CN=N3)C(=O)O)=O)C=C1)F